6-chloro-7-(2-hydroxyethoxy)-1-methyl-4-(6-methyl-2,3-dihydrobenzo[e][1,4]oxazepine-1(5H)-yl)quinazolin-2(1H)-one ClC=1C=C2C(=NC(N(C2=CC1OCCO)C)=O)N1CCOCC2=C1C=CC=C2C